2-[[3-[[2-(2,6-dioxo-3-piperidyl)-1-oxo-isoindolin-5-yl]methylcarbamoylamino]-5-(trifluoromethyl)phenoxy]methyl]prop-2-enoic acid O=C1NC(CCC1N1C(C2=CC=C(C=C2C1)CNC(=O)NC=1C=C(OCC(C(=O)O)=C)C=C(C1)C(F)(F)F)=O)=O